OC[C@H]1O[C@@H]([C@H]([C@H]([C@@H]1O)O)O)OC1=C(C=C(C=C1)C1=NC=C(N=C1)C(F)(F)F)C(F)(F)F (2R,3S,4S,5S,6R)-2-(Hydroxymethyl)-6-(2-(trifluoromethyl)-4-(5-(trifluoromethyl)pyrazin-2-yl)phenoxy)tetrahydro-2H-pyran-3,4,5-triol